[O-2].[Cs+].[P+3].[V+5] vanadium phosphorus cesium oxide